ClC1=C(C=NC=C1)NC=1C=NC=2CCN(CC2C1)C=1C(=CC=2N(N1)C(C=CN2)=O)C 7-(3-((4-chloropyridin-3-yl)amino)-7,8-dihydro-1,6-naphthyridin-6(5H)-yl)-8-methyl-4H-pyrimido[1,2-b]pyridazin-4-one